7-chloro-2-(difluoromethyl)-8,9-dimethyl-pyrimido[1,2-b]pyridazin-4-one ClC=1C(=C(C=2N(N1)C(C=C(N2)C(F)F)=O)C)C